4-(6-((1-(4-(Difluoromethyl)phenyl)-1H-1,2,3-triazol-5-yl)methoxy)pyridazin-3-yl)piperazine FC(C1=CC=C(C=C1)N1N=NC=C1COC1=CC=C(N=N1)N1CCNCC1)F